C(C)(CC)O[Mn](C1N(C=CN1CCC)C)(C1N(C=CN1CCC)C)OC(C)CC Di-sec-butoxy-bis(1-methyl-3-propyl-2,3-dihydro-1H-imidazol-2-yl)manganese